5-chloro-4-(cyclopentylmethoxy)-2-fluoro-N-((4-phenoxyphenyl)sulfonyl)benzamide ClC=1C(=CC(=C(C(=O)NS(=O)(=O)C2=CC=C(C=C2)OC2=CC=CC=C2)C1)F)OCC1CCCC1